[3-Methoxy-4-(propan-2-yl)phenyl]methanol COC=1C=C(C=CC1C(C)C)CO